C(#N)[C@H]1N(CSC1)C(CNC(=O)C1=CC=NC2=CC=C(C=C12)N1CC(C1)C1=CC=C(C=C1)F)=O (R)-N-(2-(4-cyanothiazolidin-3-yl)-2-oxoethyl)-6-(3-(4-fluorophenyl)azetidin-1-yl)-quinoline-4-carboxamide